5-((methylsulfonyl)oxy)azepane-1,4-dicarboxylic acid 1-tert-butyl 4-ethyl ester C(C)OC(=O)C1CCN(CCC1OS(=O)(=O)C)C(=O)OC(C)(C)C